(1-(5-methoxy-2-(1-methyl-1H-pyrazol-4-yl)-4-nitrophenyl)piperidin-4-yl)-4-methylpiperazine COC=1C(=CC(=C(C1)N1CCC(CC1)N1CCN(CC1)C)C=1C=NN(C1)C)[N+](=O)[O-]